ClC1=CC(=C(C=C1)C1=NC(=CC=2C1=NC=C(N2)C)N2C[C@@H](OCC2)C2=CC(=NC=C2)C)F 5-(4-chloro-2-fluorophenyl)-2-methyl-7-((2S)-2-(2-methyl-4-pyridinyl)-4-morpholinyl)pyrido[3,4-b]pyrazine